C1(=CC=C(C=C1)C(S)S)C(S)S 4-benzenedimethanedithiol